N-[4-(2,5-dimethylphenyl)-5-ethyl-6-(4-piperazin-1-ylphenoxy)pyrimidin-2-yl]-1-methyl-pyrazole-4-sulfonamide CC1=C(C=C(C=C1)C)C1=NC(=NC(=C1CC)OC1=CC=C(C=C1)N1CCNCC1)NS(=O)(=O)C=1C=NN(C1)C